N1(CCC(CC1)C1=CC2=C(N(C(O2)=O)C2C(NC(CC2)=O)=O)C=C1)C1CCNCC1 3-(6-([1,4'-bipiperidin]-4-yl)-2-oxobenzo[d]oxazol-3(2H)-yl)piperidine-2,6-dione